tert-butyl 3-[7-bromo-8-fluoro-2-[[(2S)-1-methylpyrrolidin-2-yl]methoxy]quinazolin-4-yl]-3,8-diazabicyclo[3.2.1]octane-8-carboxylate BrC1=CC=C2C(=NC(=NC2=C1F)OC[C@H]1N(CCC1)C)N1CC2CCC(C1)N2C(=O)OC(C)(C)C